N1CC[C@H]([C@]12COCC2)C2=CC=1C(=NC=CC1NC=1C=CC3=C(N=CS3)C1)S2 N-(2-((4R,5R)-7-oxa-1-azaspiro[4.4]nonan-4-yl)thieno[2,3-b]pyridin-4-yl)benzo[d]thiazol-5-amine